2-methyl-N-(1-oxidothietan-3-yl)benzamid CC1=C(C(=O)NC2CS(C2)=O)C=CC=C1